FC=1C=C(C=CC1F)[C@H](C)OCC(=O)N1CC2CCC(C1)N2C2=NC=C(C#N)C=C2 6-(3-(2-((S)-1-(3,4-difluorophenyl)ethoxy)acetyl)-3,8-diazabicyclo[3.2.1]octan-8-yl)nicotinonitrile